COC1CCN(CC1)CCNC(C1=CN=C(C(=C1)NC1=NN(C2=NC(=NC=C21)NC=2C=NN(C2)C)C)C)=O N-(2-(4-methoxypiperidin-1-yl)ethyl)-6-methyl-5-((1-methyl-6-((1-methyl-1H-pyrazol-4-yl)amino)-1H-pyrazolo[3,4-d]pyrimidin-3-yl)amino)nicotinamide